(3S,4R,5R)-5-((benzoyloxy)methyl)-3-fluorotetrahydrofuran-2,4-diyl dibenzoate C(C1=CC=CC=C1)(=O)OC1O[C@@H]([C@H]([C@@H]1F)OC(C1=CC=CC=C1)=O)COC(C1=CC=CC=C1)=O